2-{3-[(3S)-3-(propan-2-yl)piperazin-1-yl]-1,2,4-triazin-6-yl}-5-(pyridin-4-yl)phenol CC(C)[C@H]1CN(CCN1)C=1N=NC(=CN1)C1=C(C=C(C=C1)C1=CC=NC=C1)O